2-(4-(2-(7,8-dimethyl-[1,2,4]triazolo[1,5-a]pyridin-6-yl)-4-fluoro-3-isopropyl-1H-pyrrolo[2,3-c]pyridin-5-yl)piperazin-1-yl)-N,N-dimethylacetamide CC1=C(C=2N(C=C1C1=C(C=3C(=CN=C(C3F)N3CCN(CC3)CC(=O)N(C)C)N1)C(C)C)N=CN2)C